tert-butyl {(1R)-1-[3-(1,1-difluoro-2-hydroxy-2-methylpropyl)-2-fluorophenyl]ethyl}carbamate FC(C(C)(C)O)(F)C=1C(=C(C=CC1)[C@@H](C)NC(OC(C)(C)C)=O)F